ClC1=C(C=CC(=C1)F)[C@H]1N=C(NC(=C1C(=O)OC)C12C3C4C5(C3C1C5C24)CC(=O)OC)C=2SC=CN2 |o1:8| (4S*)-methyl 4-(2-chloro-4-fluorophenyl)-6-((2R,3R,4S,5S)-4-(2-methoxy-2-oxoethyl) cuban-1-yl)-2-(thiazol-2-yl)-1,4-dihydropyrimidine-5-carboxylate